2-Isocyanopropane [N+](#[C-])C(C)C